tert-butyl N-(2-benzamido-1H-pyrrolo[3,2-b]pyridin-5-yl)carbamate C(C1=CC=CC=C1)(=O)NC1=CC2=NC(=CC=C2N1)NC(OC(C)(C)C)=O